6-[1-(2,2-dimethylpropanoyl)-7-fluoro-1H-indol-6-yl]-5-fluoropyridine-2-carboxylate CC(C(=O)N1C=CC2=CC=C(C(=C12)F)C1=C(C=CC(=N1)C(=O)[O-])F)(C)C